L-aspartamid N[C@@H](CC(=O)N)C(=O)N